O=C1N(C=CN1)CC(=O)O 2-(2-oxo-2,3-dihydro-1H-imidazol-1-yl)acetic acid